OC(CC1=CNC(O1)=O)CNC1=CC=C(C=C1)C(C)C 5-[2-hydroxy-3-(4-isopropylphenylamino)propyl]-1,3-oxazol-2(3H)-one